The molecule is a glycosyloxyflavone that is isorhamnetin substituted at position 3 by a robinobiosyl residue. It has a role as a plant metabolite, an antioxidant and an apoptosis inducer. It is a glycosyloxyflavone, a monomethoxyflavone, a trihydroxyflavone and a disaccharide derivative. It derives from an isorhamnetin. C[C@H]1[C@@H]([C@H]([C@H]([C@@H](O1)OC[C@@H]2[C@@H]([C@@H]([C@H](C(O2)OC3=C(OC4=CC(=CC(=C4C3=O)O)O)C5=CC(=C(C=C5)O)OC)O)O)O)O)O)O